(R)-2-amino-3-(3-fluoro-5-(5-isopropylisoxazol-4-yl)benzamido)propanoic acid N[C@@H](C(=O)O)CNC(C1=CC(=CC(=C1)C=1C=NOC1C(C)C)F)=O